OC1=C(C=C(C=C1C)C)N1N=C2C(=N1)C=CC(=C2)OC 2-(2'-hydroxy-3',5'-dimethylphenyl)-5-methoxybenzotriazole